N1N=CC(=C1)C1=CC=C(C=C1)S(=O)(=O)NC1=C(N=CS1)C(=O)O 5-{[4-(1H-pyrazol-4-yl)phenyl]sulfonylamino}-1,3-thiazole-4-carboxylic acid